5-bromo-6-methoxy-2-((7R,8R)-7-methyl-1,4-dioxaspiro[4.5]decan-8-yl)-2H-indazole BrC1=CC2=CN(N=C2C=C1OC)[C@H]1[C@@H](CC2(OCCO2)CC1)C